[6-(5-cyclopropyl-4H-1,2,4-triazol-3-yl)-2-azaspiro[3.3]heptan-2-yl]-[7-[[5-(trifluoromethyl)pyrazin-2-yl]methyl]-2-azaspiro[3.5]nonan-2-yl]methanone C1(CC1)C=1NC(=NN1)C1CC2(CN(C2)C(=O)N2CC3(C2)CCC(CC3)CC3=NC=C(N=C3)C(F)(F)F)C1